N1CCC(CC1)C1=CC=CC(=N1)OCC1=CC=C(C=C1)C(C)=O 1-(4-(((6-(piperidin-4-yl)pyridin-2-yl)oxy)methyl)phenyl)ethan-1-one